S(=O)(=O)(OC1C(OCC1)CO)O (hydroxymethyl)tetrahydrofuran-3-yl hydrogen sulfate